7-methoxy-1,6-naphthyridin-4-ol COC1=NC=C2C(=CC=NC2=C1)O